BrC1=CC=C(C=C1)C1C(NCCC1)=O 3-(4-bromophenyl)piperidin-2-one